4-(2-((5-amino-6-chloropyrimidin-4-yl)amino)ethoxy)benzonitrile NC=1C(=NC=NC1Cl)NCCOC1=CC=C(C#N)C=C1